rel-5'-{3-chloro-4-[(3,5-difluoropyridin-2-yl)methoxy]-6-methyl-2-oxopyridin-1-yl}-3-(2-hydroxypropan-2-yl)-6'-methyl-[1,3'-bipyridin]-2-one ClC=1C(N(C(=CC1OCC1=NC=C(C=C1F)F)C)C=1C=C(C=NC1C)N1C(C(=CC=C1)C(C)(C)O)=O)=O